ClC1=C(C=CC(=C1)Cl)C=1C=C2C(=NN(C2=CC1)C(C1=CC=CC=C1)(C1=CC=CC=C1)C1=CC=CC=C1)NC(=O)C1CCN(CC1)C N-[5-(2,4-dichlorophenyl)-1-trityl-1H-indazol-3-yl]-1-methylpiperidine-4-carboxamide